ClC=1C=C(C(=C(C1)O)C=1N=NC(=CC1)CNC1CCOCC1)C 5-Chloro-3-methyl-2-(6-(((tetrahydro-2H-pyran-4-yl)amino)methyl)pyridazin-3-yl)phenol